2-(2,3-bis(tert-butoxycarbonyl)guanidino)-5-fluoropyridine C(C)(C)(C)OC(=O)N=C(NC1=NC=C(C=C1)F)NC(=O)OC(C)(C)C